FC(C1=CC=C(C=N1)N1CC2(CN(C2)C2=CN=C3C(=N2)N(N=C3)CC(F)(F)F)CCC1)F 6-[6-(difluoromethyl)pyridin-3-yl]-2-[1-(2,2,2-trifluoroethyl)-1H-pyrazolo[3,4-b]pyrazin-6-yl]-2,6-diazaspiro[3.5]nonane